cis-tert-butyl 2-(3-((5-chloro-4-(4'-fluoro-[1,1'-biphenyl]-3-yl)pyrimidin-2-yl)amino)cyclohexane-1-carbonyl)-2,6-diazaspiro[3.4]octane-6-carboxylate ClC=1C(=NC(=NC1)N[C@H]1C[C@H](CCC1)C(=O)N1CC2(C1)CN(CC2)C(=O)OC(C)(C)C)C=2C=C(C=CC2)C2=CC=C(C=C2)F